CNC(C(CCC(C(=O)N)NC(=O)C1=COC(=C1)S(N)(=O)=O)=O)=O N6-methyl-5-oxo-2-(5-sulfamoylfuran-3-carboxamido)hexanediamide